CN1C(C=C(C=C1)OCCC)=O methyl-4-propoxy-1H-pyridin-2-one